2-fluoro-8-methyl-8-(1-(1-methylcyclopropyl)-1H-pyrazol-3-yl)-7,8-dihydro-6H-cyclopenta[e]pyrazolo[1,5-a]pyrimidine-6-carbonitrile FC1=NN2C(N=CC3=C2C(CC3C#N)(C3=NN(C=C3)C3(CC3)C)C)=C1